FC1=C(C=CC=C1C)C=1C=C2C(=NC1)N(C(N2)=O)C 6-(2-fluoro-3-methyl-phenyl)-3-methyl-2-oxo-imidazo[4,5-b]Pyridine